N-[4-(4-methanesulfonylthiophen-2-yl)-5-(trifluoromethyl)pyrimidin-2-yl]-1,2,3,4-tetrahydroisoquinolin-7-amine CS(=O)(=O)C=1C=C(SC1)C1=NC(=NC=C1C(F)(F)F)NC1=CC=C2CCNCC2=C1